methyl 4-bromo-3-(chloromethyl)benzoate BrC1=C(C=C(C(=O)OC)C=C1)CCl